FC(C=1C=C2C=CC=NC2=CC1)(C1=NN=C2N1N=C(C=C2)C=2C=NNC2)F 6-{difluoro[6-(1H-pyrazol-4-yl)[1,2,4]triazolo[4,3-b]pyridazin-3-yl]methyl}quinoline